FC1=CC=C(C=C1)N1N=C(C2=CC=CC=C2C1=O)N1CC(CCC1)NC(OC(C)(C)C)=O tert-butyl (1-(3-(4-fluorophenyl)-4-oxo-3,4-dihydrophthalazin-1-yl)piperidin-3-yl)carbamate